ClC1=CC=C2C(=N1)CN(C21CCCC1)C 2'-chloro-6'-methyl-6',7'-dihydrospiro[cyclopentane-1,5'-pyrrolo[3,4-b]pyridine]